tert-butyl (3R)-3-[(1S)-2-[(4S)-4-benzyl-2-oxo-oxazolidin-3-yl]-1-[(2-bromo-5-iodo-phenyl)methyl]-2-oxo-ethyl]pyrrolidine-1-carboxylate C(C1=CC=CC=C1)[C@@H]1N(C(OC1)=O)C([C@@H](CC1=C(C=CC(=C1)I)Br)[C@@H]1CN(CC1)C(=O)OC(C)(C)C)=O